(2S,3R)-3-[2-(2-amino-1,3-thiazol-5-yl)ethyl]-4-oxo-1-{[(1R)-1-phenylethyl]carbamoyl}azetidine-2-carboxylic acid trifluoroacetate FC(C(=O)O)(F)F.NC=1SC(=CN1)CC[C@@H]1[C@H](N(C1=O)C(N[C@H](C)C1=CC=CC=C1)=O)C(=O)O